(S)-2-(2-chloro-6-fluorobenzamido)-3-(4-(5',6'-difluoro-2'-oxospiro[cyclopropane-1,3'-indoline]-1'-yl)phenyl)propanoic acid ClC1=C(C(=O)N[C@H](C(=O)O)CC2=CC=C(C=C2)N2C(C3(C4=CC(=C(C=C24)F)F)CC3)=O)C(=CC=C1)F